ClC=1C=C(C2=C([C@@H](CO2)O)C1)S(=O)(=O)NC1=C(C(=C(C=C1)F)C=1C=C2C=NC(=NC2=C(C1)CC)NC1CCN(CC1)CCOC)F (3S)-5-chloro-N-[3-(8-ethyl-2-{[1-(2-methoxyethyl)piperidin-4-yl]amino}quinazolin-6-yl)-2,4-difluorophenyl]-3-hydroxy-2,3-dihydro-1-benzofuran-7-sulfonamide